(S)-N-(1-(3,4-dichlorophenyl)-6-(2-(hydroxymethyl)pyrrolidin-1-yl)-1H-pyrazolo[3,4-d]pyrimidin-4-yl)-5-nitrothiophene-2-carboxamide ClC=1C=C(C=CC1Cl)N1N=CC=2C1=NC(=NC2NC(=O)C=2SC(=CC2)[N+](=O)[O-])N2[C@@H](CCC2)CO